C(=O)O.C(#N)C=1C(=NC=C(C1C1=CC(=C(C=C1)C#N)F)C1=CC(=C(C=C1)C(F)(F)F)O)N1CCC(CC1)NCC=1C=NC(=NC1)/C=C/C(=O)NO (E)-3-(5-(((1-(3-Cyano-4-(4-cyano-3-fluorophenyl)-5-(3-hydroxy-4-(trifluoromethyl)phenyl)pyridin-2-yl)piperidin-4-yl)amino)methyl)pyrimidin-2-yl)-N-hydroxyacrylamide formate